C(C)O[C@@H]1CC[C@H](CC1)NC1=NN2C(C=N1)=C(C=C2)C=2C=C1C(=NC2)N=C(N1C(C)C)C N-(trans-4-ethoxycyclohexyl)-5-(1-isopropyl-2-methyl-1H-imidazo[4,5-b]pyridin-6-yl)pyrrolo[2,1-f][1,2,4]triazin-2-amine